FC=1C=CC2=C(SCC(N2CCC(=O)NC2=NN=C(N2)C2=NC=CC=C2)=O)C1 3-(7-FLUORO-3-OXO-2H-BENZO[B][1,4]THIAZIN-4(3H)-YL)-N-(5-(PYRIDIN-2-YL)-4H-1,2,4-TRIAZOL-3-YL)PROPANAMIDE